2-thienylmethylamine S1C(=CC=C1)CN